5-chloro-N-(1-ethylpyrrol-3-yl)-[1,2,4]triazolo[1,5-a]pyrimidin-2-amine ClC1=NC=2N(C=C1)N=C(N2)NC2=CN(C=C2)CC